O1C(=CC=C1)C1=NC=C(N=C1)C=1OC=CC1 2,5-bis-(2-furyl)pyrazine